C(C(O)C)(=O)[O-].C(C=1C(O)=CC=CC1)(=O)[O-].C(C=1C(O)=CC=CC1)(=O)[O-].[Ti+3] titanium bis-salicylate mono-lactate